thiophene-2-carboxic Acid S1C(=CC=C1)C(=O)O